C(C1=CC=CC=C1)S(=O)(=O)C=1C=C(NC1)C(=O)C=1C(=NC=CC1)Cl (4-(benzylsulfonyl)-1H-pyrrol-2-yl)(2-chloropyridin-3-yl)methanone